ClC=1C(=NC(=CN1)C)CN (3-chloro-6-methylpyrazin-2-yl)methylamine